[Si](C1=CC=CC=C1)(C1=CC=CC=C1)(C(C)(C)C)OCC(CC1=C(N(C2=CC=C(C=C12)C1=NC(=NS1)C(=O)OCC)CC(F)(F)F)C=1C(=NC=CC1)[C@H](C)OC)(C)C ethyl (S)-5-(3-(3-((tert-butyldiphenylsilyl)oxy)-2,2-dimethylpropyl)-2-(2-(1-methoxyethyl)pyridin-3-yl)-1-(2,2,2-trifluoroethyl)-1H-indol-5-yl)-1,2,4-thiadiazole-3-carboxylate